5-(((1R,2R)-2-((2-oxo-2-(4-(5-(pentafluoro-λ6-sulfanyl)pyridin-2-yl)piperazin-1-yl)ethoxy)methyl)cyclopropyl)amino)-4-(trifluoromethyl)pyridazine-3(2H)-one O=C(COC[C@H]1[C@@H](C1)NC1=C(C(NN=C1)=O)C(F)(F)F)N1CCN(CC1)C1=NC=C(C=C1)S(F)(F)(F)(F)F